ClC1=CNC2=NC=CC(=C21)OC2=CC(=C(C=C2)NC(=O)NC2=CC(=C(C=C2)CN(C)C)C(F)(F)F)F 1-(4-((3-chloro-1H-pyrrolo[2,3-b]pyridin-4-yl)oxy)-2-fluorophenyl)-3-(4-((dimethylamino)methyl)-3-(trifluoromethyl)phenyl)urea